C(C1=CC=CC=C1)N1CCN(CC1)C1=CC(=NC(=C1)Cl)N 4-(4-benzylpiperazin-1-yl)-6-chloropyridine-2-amine